The molecule is a member of the class of bilanes that is a colourless product formed in the intestine by the reduction of bilirubin. It has a role as a human metabolite. CCC1=C(C(=O)NC1CC2=C(C(=C(N2)CC3=C(C(=C(N3)CC4C(=C(C(=O)N4)CC)C)C)CCC(=O)O)CCC(=O)O)C)C